NC1=NC=NN2C1=C(C=C2C2CCN(CC2)C(C(C)C)=O)C2=CC=C(C=C2)NC(=O)C=2C(N(C(N(C2)C(C)C)=O)C2=NN(C=C2)C)=O N-(4-(4-amino-7-(1-isobutyrylpiperidin-4-yl)pyrrolo[2,1-f][1,2,4]triazin-5-yl)phenyl)-1-isopropyl-3-(1-methyl-1H-pyrazol-3-yl)-2,4-dioxo-1,2,3,4-tetrahydropyrimidine-5-carboxamide